BrC=1C=NN2C1N=C(N=C2NCC#N)N2CCOCC2 {[8-Bromo-2-(morpholin-4-yl)pyrazolo[1,5-a][1,3,5]triazin-4-yl]amino}acetonitrile